N(C(=N)N)C1=CC=C(C(=O)OC2=CC=C(C=C2)CC(=O)O)C=C1 4-(4-guanidinobenzoyloxy)phenylacetic acid